6-chloro-4-[(3S,4R)-4-[2-fluoro-4-(trifluoromethoxy)anilino]-3-methyl-1-piperidinyl]-1-methyl-2-oxo-1,5-naphthyridine-3-carbonitrile ClC=1N=C2C(=C(C(N(C2=CC1)C)=O)C#N)N1C[C@@H]([C@@H](CC1)NC1=C(C=C(C=C1)OC(F)(F)F)F)C